N[C@H]1CCC2=C(CC1)C=C(C=C2)NC2=NNC(=N2)N N3-((7S)-7-amino-6,7,8,9-tetrahydro-5H-benzo[7]annulene-2-yl)-1H-1,2,4-triazole-3,5-diamine